(5-(3-Ethyl-1H-pyrrolo[2,3-b]pyridin-5-yl)-2-methylphenyl) dimethylphosphino oxide CP(C)OC1=C(C=CC(=C1)C=1C=C2C(=NC1)NC=C2CC)C